2-(2-methyl-6-nitro-phenyl)-3,3a,4,5,6,6a-hexahydro-1H-cyclopenta[c]pyrrole CC1=C(C(=CC=C1)[N+](=O)[O-])N1CC2C(C1)CCC2